[2-(2,6-dioxopiperidin-3-yl)-3-oxo-4-phenoxy-2,3-dihydro-1H-isoindol-5-yl]methyl N-[4-(3,4-difluorophenoxy)phenyl]carbamate FC=1C=C(OC2=CC=C(C=C2)NC(OCC=2C(=C3C(N(CC3=CC2)C2C(NC(CC2)=O)=O)=O)OC2=CC=CC=C2)=O)C=CC1F